N-(5-cyclopropyl-1H-pyrazol-3-yl)-2-[1-(pyridin-3-yl)-1H-pyrazol-4-yl]acetamide C1(CC1)C1=CC(=NN1)NC(CC=1C=NN(C1)C=1C=NC=CC1)=O